FC1=CC=C(C=C1)C(N1C[C@@H](N(C[C@H]1C)C1=NC=2N(C3=C1N=C(S3)CCC#N)C=NN2)C)C2=CC=C(C=C2)F 3-(4-((2S,5R)-4-(bis(4-fluorophenyl)methyl)-2,5-dimethylpiperazin-1-yl)thiazolo[4,5-e][1,2,4]triazolo[4,3-a]pyrimidin-2-yl)propanenitrile